IC1=CN(C=2N=CN=C(C21)C2=CCN(CC2)C(=O)OC(C)(C)C)S(=O)(=O)C2=CC=C(C)C=C2 tert-Butyl 4-(5-iodo-7-tosyl-7H-pyrrolo[2,3-d]pyrimidin-4-yl)-5,6-dihydro-pyridine-1(2H)-carboxylate